1-(4-(3-amino-6-methylisoxazolo[5,4-b]pyridin-4-yl)phenyl)-3-(3-(trifluoromethyl)phenyl)urea NC1=NOC2=NC(=CC(=C21)C2=CC=C(C=C2)NC(=O)NC2=CC(=CC=C2)C(F)(F)F)C